C(C)OC(=O)C1=C(C2=C(N(C(N(C2=O)CC(=O)O)=O)CC(C2=CC=CC=C2)OC(COC)=O)S1)C 2-[6-(ethoxycarbonyl)-1-[2-[(2-methoxyacetyl)oxy]-2-phenylethyl]-5-methyl-2,4-dioxo-1H,2H,3H,4H-thieno[2,3-d]pyrimidin-3-yl]acetic acid